3,4-dihydro-1,3-benzoxazin-2-one O1C(NCC2=C1C=CC=C2)=O